(6s,8r)-6-(4-(azetidin-3-yloxy)-2-methoxyphenyl)-7-((1-fluorocyclopropyl)methyl)-8-methyl-6,7,8,9-tetrahydro-3H-pyrazolo[4,3-f]isoquinoline N1CC(C1)OC1=CC(=C(C=C1)[C@H]1N([C@@H](CC2=C3C(=CC=C12)NN=C3)C)CC3(CC3)F)OC